FC(C=1C(=C(C=CC1)[C@@H](C)NC1=CC=NC2=CC=C(C=C12)N1C[C@@H](CC1)NC(OC(C)(C)C)=O)F)F tert-butyl ((R)-1-(4-(((R)-1-(3-(difluoromethyl)-2-fluorophenyl)ethyl)amino)quinolin-6-yl)pyrrolidin-3-yl)carbamate